C(C1=CC=CC=C1)NC=N N-benzyl-formamidine